5,5-dimethyl-1-((2-((tetrahydro-2H-pyran-4-yl)amino)pyridin-4-yl)methyl)-3-(4-((trifluoromethyl)sulfonyl)phenyl)imidazolidine-2,4-dione CC1(C(N(C(N1CC1=CC(=NC=C1)NC1CCOCC1)=O)C1=CC=C(C=C1)S(=O)(=O)C(F)(F)F)=O)C